3-{7-oxo-2,5,6,7-tetrahydrospiro[furo[2,3-f]isoindole-3,4'-piperidine]-6-yl}piperidine-2,6-dione hydrochloride Cl.O=C1N(CC=2C=C3C(=CC12)OCC31CCNCC1)C1C(NC(CC1)=O)=O